CC(=O)OC[C@@H]1[C@H]([C@@H]([C@H]([C@@H](O1)OC2=CC(=C3C(=O)C[C@H](OC3=C2)C4=CC(=C(C=C4)O)OC)O)O)O)O The molecule is a viscumneoside that is homoeriodictyol in which the hydroxy group at position 7 has been converted to the corresponding (6-O-acetyl)-beta-D-glucopyranoside. Found in Viscum coloratum, an evergreen hemiparasitic plant whose stems and leaves are used in traditional Chinese medicine for the treatment of rheumatism. It has a role as a plant metabolite. It is a viscumneoside, a flavanone glycoside, a member of phenols, an acetate ester and a beta-D-glucoside. It derives from a homoeriodictyol and a 6-O-acetyl-beta-D-glucose.